ClC1=NC=C(C(=O)N)C(=C1)NCC 6-chloro-4-(2-ethylamino)nicotinamide